ClC1=NC=CC=C1OC=1C(N(C(C1)=O)CC1CCOCC1)=O 3-((2-Chloropyridin-3-yl)oxy)-1-((tetrahydro-2H-pyran-4-yl)methyl)-1H-pyrrole-2,5-dione